C1(=CC=CC=C1)C=1N=C(SC1OC1=CC(=NC=C1)NC1=CC(=CC=C1)S(=O)(=O)C(F)(F)F)N 4-Phenyl-5-((2-((3-((trifluoromethyl)sulfonyl)phenyl)amino)pyridin-4-yl)oxy)thiazol-2-amine